N[C@@](C(=O)OC(C)(C)C)(C)C1=C(C=C(C=C1)C#N)[N+](=O)[O-] tert-Butyl (S)-2-amino-2-(4-cyano-2-nitrophenyl)propanoate